FC=1C=CC(=NC1)C(=O)N1CC(CC1)C1=C(C=O)C=C(C=C1)O 2-(1-(5-fluoropyridinoyl)pyrrolidin-3-yl)-5-hydroxybenzaldehyde